2-(2-fluoroethyl)-N-(6-(1-methyl-1H-pyrazol-4-yl)isoquinolin-3-yl)-2-azaspiro[3.3]heptane-6-carboxamide FCCN1CC2(C1)CC(C2)C(=O)NC=2N=CC1=CC=C(C=C1C2)C=2C=NN(C2)C